6-(4-(4-cyanophenyl)-5-hydroxy-3-methyl-1H-pyrazol-1-yl)pyridine-3-sulfonamide C(#N)C1=CC=C(C=C1)C=1C(=NN(C1O)C1=CC=C(C=N1)S(=O)(=O)N)C